(R)-5-chloro-N4-(2-(isopropylsulfonyl)phenyl)-N2-(piperidin-3-yl)pyrimidine-2,4-diamine hydrochloride Cl.ClC=1C(=NC(=NC1)N[C@H]1CNCCC1)NC1=C(C=CC=C1)S(=O)(=O)C(C)C